COC=1C2=C(N=C(N1)C1=CC3=CN(N=C3C(=C1OCOC)C)C)N=CC(=C2)N2CC(CC2)N(C(OC(C)(C)C)=O)C tert-butyl N-(1-{4-methoxy-2-[6-(methoxymethoxy)-2,7-dimethylindazol-5-yl]pyrido[2,3-d]pyrimidin-6-yl}pyrrolidin-3-yl)-N-methylcarbamate